3-chloro-5-isopropyl-8-[3-(methylsulfonylmethyl)azetidin-1-yl]Isoquinoline ClC=1N=CC2=C(C=CC(=C2C1)C(C)C)N1CC(C1)CS(=O)(=O)C